CCCC(C)NC(=O)C1=C(C(=O)O)C=CC=C1 (E)-2-(4-pentylcarbamoyl)benzoic acid